4,5-Dihydro-4,5-dioxo-1H-pyrrolo[2,3-f]quinoline-2,7,9-tricarboxylic Acid O=C1C2=C(C=3C(=CC(=NC3C1=O)C(=O)O)C(=O)O)NC(=C2)C(=O)O